(1r,4r)-(4-((4-(4-(3-bromo-4-fluorophenyl)-5-oxo-4,5-dihydro-1,2,4-oxadiazol-3-yl)-1,2,5-oxadiazol-3-yl)thio)cyclohexane) BrC=1C=C(C=CC1F)N1C(=NOC1=O)C=1C(=NON1)SC1CCCCC1